C(CC)C1OCCO1 2-propyl-1,3-dioxolane